C(C)(C)(C)OC(NC1CCN(CC1)S(=O)(=O)C1=CC(=CC=C1)CBr)=O (1-((3-(bromomethyl)phenyl)sulfonyl)piperidin-4-yl)carbamic acid tert-butyl ester